N1(CCCC1)CC(C(=O)O)=C 2-(pyrrolidin-1-ylmethyl)acrylic acid